C[C@@H]1OCC2([C@@H]1N)CCN(CC2)C2=NC1=C(C=3N2C=CN3)C(=NN1)C#CC=1SC=CC1 (3S,4S)-3-methyl-8-(9-(thiophen-2-ylethynyl)-7H-imidazo[1,2-c]pyrazolo[4,3-e]pyrimidin-5-yl)-2-oxa-8-azaspiro[4.5]decan-4-amine